2-[[(1R)-1-[2-[6-(4-acetylpiperazin-1-yl)-3-pyridyl]-3,6-dimethyl-4-oxo-chromen-8-yl]ethyl]amino]benzoic acid C(C)(=O)N1CCN(CC1)C1=CC=C(C=N1)C=1OC2=C(C=C(C=C2C(C1C)=O)C)[C@@H](C)NC1=C(C(=O)O)C=CC=C1